[Si](C)(C)(C(C)(C)C)OC[C@@]1([C@H]([C@@H]([C@@H](O1)N1C(NC(C(=C1)F)=O)=O)F)OC(C1=CC=CC=C1)(C1=CC=CC=C1)C1=CC=C(C=C1)OC)\C=C/F 1-((2R,3S,4R,5R)-5-(((tert-butyldimethylsilyl)oxy)methyl)-3-fluoro-5-((Z)-2-fluorovinyl)-4-((4-methoxyphenyl)diphenylmethoxy)tetrahydrofuran-2-yl)-5-fluoropyrimidine-2,4(1H,3H)-dione